C(C)(=O)N1CCC(CC1)NCC1=C(C=C(C=N1)C1=NC=CC(=C1Cl)C=1C(=C(C=CC1)C1=CC=C(C(=N1)OC)CN1CC2(C1)CNC(C2)=O)Cl)OC 2-((6-(3-(6'-(((1-Acetylpiperidin-4-yl)amino)methyl)-3-chloro-5'-methoxy-[2,3'-bipyridin]-4-yl)-2-chlorophenyl)-2-methoxypyridin-3-yl)methyl)-2,6-diazaspiro[3.4]octan-7-one